COCCN(C)C1=NC=CC(=C1)C(=O)N (2-methoxyethyl(methyl)amino)pyridine-4-carboxamide